(S)-4-(2-Azidopropanamido)benzyl (2-(methylsulfonyl)ethyl)carbamate CS(=O)(=O)CCNC(OCC1=CC=C(C=C1)NC([C@H](C)N=[N+]=[N-])=O)=O